(E)-4-(((2-(1H-pyrrol-3-yl)-1H-benzo[d]imidazol-5-yl)imino)methyl)-2,6-dibromobenzene-1,3-diol N1C=C(C=C1)C1=NC2=C(N1)C=CC(=C2)\N=C\C2=C(C(=C(C(=C2)Br)O)Br)O